C(=O)(O)C=1C(=CNC1C)C 4-carboxy-3,5-dimethyl-1H-pyrrole